3-(4-(1,1-difluoroethyl)piperidin-1-yl)-3-oxoprop-1-en-1-yl-7-hydroxy-4-isobutyl-5-oxo-4,5-dihydropyrazolo[1,5-a]pyrimidine-6-carboxamide FC(C)(F)C1CCN(CC1)C(C=CC1=NN2C(N(C(C(=C2O)C(=O)N)=O)CC(C)C)=C1)=O